2-methyl-1H-pyrrole-3-carboxylic acid CC=1NC=CC1C(=O)O